4-fluoro-3-hydroxypiperidine-1-carboxylic acid tert-butyl ester C(C)(C)(C)OC(=O)N1CC(C(CC1)F)O